1-(3-fluoro-4-methylbenzyl)-5-methoxy-4-(oxazol-5-yl)-1,3-dihydro-2H-benzo[b]azepin-2-one FC=1C=C(CN2C3=C(C(=C(CC2=O)C2=CN=CO2)OC)C=CC=C3)C=CC1C